(1s,5r)-3-(3,3-dimethylbutyl)-N-[6-(2-methylindol-5-yl)pyridazin-3-yl]-3-azabicyclo[3.1.0]hexane-6-amine CC(CCN1C[C@H]2C([C@H]2C1)NC=1N=NC(=CC1)C=1C=C2C=C(NC2=CC1)C)(C)C